8-[3-(difluoromethyl)-1-bicyclo[1.1.1]pentanyl]-3-methyl-6-[2-(1-methylpyrazol-4-yl)tetrahydropyran-4-yl]-2-(trifluoromethyl)pyrimido[5,4-d]pyrimidin-4-one FC(C12CC(C1)(C2)C2=NC(=NC1=C2N=C(N(C1=O)C)C(F)(F)F)C1CC(OCC1)C=1C=NN(C1)C)F